(4-(hydrazinocarbonyl)-2-nitrophenyl)carbamic acid tert-butyl ester C(C)(C)(C)OC(NC1=C(C=C(C=C1)C(=O)NN)[N+](=O)[O-])=O